N,N'-bis(4-(2-ethylhexyloxy)phenyl)benzidine C(C)C(COC1=CC=C(C=C1)NC1=CC=C(C=C1)C1=CC=C(NC2=CC=C(C=C2)OCC(CCCC)CC)C=C1)CCCC